6-(Benzylmethoxy)-8-fluoro-7-[(2-methoxy-2-oxoethyl)(trifluoroacetyl)amino]-4-methylene-3,4-dihydroisoquinoline-2(1H)-carboxylic acid tert-butyl ester C(C)(C)(C)OC(=O)N1CC2=C(C(=C(C=C2C(C1)=C)OCCC1=CC=CC=C1)N(C(C(F)(F)F)=O)CC(=O)OC)F